4-(1H-indol-3-yl)-6-((R)-pyrrolidin-3-ylamino)-1,7-naphthyridine-3-carbonitrile N1C=C(C2=CC=CC=C12)C1=C(C=NC2=CN=C(C=C12)N[C@H]1CNCC1)C#N